CC1=C(OC2=C1C=C(C=C2)S(N(CCC2=CC=CC=C2)C2=CC=C(C=C2)N2CCN(CC2)CC2=CC=CC=C2)(=O)=O)C(=O)O 3-methyl-5-(N-(4-(4-benzylpiperazin-1-yl)phenyl)-N-phenethylsulfamoyl)benzofuran-2-carboxylic acid